Cl.CC=1C=C(NC2C(NC(CC2)=O)=O)C=CC1C1CCNCC1 3-[3-methyl-4-(4-piperidyl)anilino]piperidine-2,6-dione hydrochloride